tetraethoxybisphenol a diacrylate C(C=C)(=O)O.C(C=C)(=O)O.C(C)OC1=C(C(=C(C(=C1O)OCC)OCC)C(C)(C)C1=CC=C(C=C1)O)OCC